CO[Si](CCCC(CC(N)CCC[Si](OC)(OC)OC)N)(OC)OC 1,3-bis(3-trimethoxysilylpropyl)-1,3-propanediamine